COC1=NC2=C(C(=CC=C2C=C1C(=O)OC)C(C)C)C(=O)NC1=CSC=C1 methyl 2-methoxy-7-(prop-2-yl)-8-[(thiophen-3-ylamino)carbonyl]quinoline-3-carboxylate